Tert-butyl 5-amino-4-(4-((methylamino) methyl)-1-oxoisoindolin-2-yl)-5-oxovalerate NC(C(CCC(=O)OC(C)(C)C)N1C(C2=CC=CC(=C2C1)CNC)=O)=O